1-Allyl-4-chloro-3-methyl-1,3-dihydro-2,1-benzothiazol-2,2-dioxid C(C=C)N1S(C(C2=C1C=CC=C2Cl)C)(=O)=O